O=S1(CCN(CC1)CCCN1C=CC2=CC=C(C=C12)C#CC=1C(=C(C(=O)O)C=CC1)C1=CC=C2C=CNC2=C1)=O 3-{1-[3-(1,1-Dioxo-1λ6-thiomorpholin-4-yl)-propyl]-1H-indol-6-yl-ethynyl}-2-(1H-indol-6-yl)-benzoic Acid